CC(C=C)C 3-methyl-butaen